(2S)-2-{[(1S)-1-(3,4-dimethoxyphenyl)-2,2-difluoroethyl]amino}-5,5-dimethylhexanoic acid COC=1C=C(C=CC1OC)[C@@H](C(F)F)N[C@H](C(=O)O)CCC(C)(C)C